(1S,2S)-N-(8-Amino-6-ethylcinnolin-3-yl)-2-fluorocyclopropanecarboxamide NC=1C=C(C=C2C=C(N=NC12)NC(=O)[C@H]1[C@H](C1)F)CC